FC1=C(C=C(C=C1)C(F)(F)F)C1CNCC1 3-(2-fluoro-5-(trifluoromethyl)phenyl)pyrrolidin